(2R,4S)-N-[3-amino-1-(6-methoxy-3-pyridyl)-3-oxo-propyl]-1-[(2R)-2-(4-cyclopropyltriazol-1-yl)-3,3-dimethyl-butanoyl]-4-hydroxy-pyrrolidine-2-carboxamide NC(CC(C=1C=NC(=CC1)OC)NC(=O)[C@@H]1N(C[C@H](C1)O)C([C@@H](C(C)(C)C)N1N=NC(=C1)C1CC1)=O)=O